2-(diphenylacetyl)-1H-indene-1,3(2H)-dione C1(=CC=CC=C1)C(C(=O)C1C(C2=CC=CC=C2C1=O)=O)C1=CC=CC=C1